C1(CC1)C1=NN(C=N1)C1CC2(CN(C2)C(=O)N2CC(C2)C#CC2=CC=C(C=C2)OC(F)F)C1 [6-(3-cyclopropyl-1,2,4-triazol-1-yl)-2-azaspiro[3.3]heptan-2-yl]-[3-[2-[4-(difluoromethoxy)phenyl]ethynyl]azetidin-1-yl]methanone